glycerol tri(2-ethyl caproate) C(C)C(C(=O)OCC(OC(C(CCCC)CC)=O)COC(C(CCCC)CC)=O)CCCC